C(#N)C1=NC=C(C(=C1)NC1CC(CCC1)NC(OC(C)(C)C)=O)[N+](=O)[O-] tert-butyl (3-((2-cyano-5-nitropyridin-4-yl)amino)cyclohexyl)carbamate